C(N)(=S)C=1C=C(C=CC1)C1=C(C2=C(C(N(C=3C=CC=CC23)C)=O)N1C=1C=NN(C1)CCC)C(=O)N (3-thiocarbamoylphenyl)-5-methyl-4-oxo-3-(1-propyl-1H-pyrazol-4-yl)-4,5-dihydro-3H-pyrrolo[2,3-c]quinoline-1-carboxamide